n-hexyl-sulfur C(CCCCC)[S]